C(C)(C)C1=C(NC2=C1N=C(S2)C(=O)N2C(CNCC2)=O)C=2C=C(C=1N(C2)N=CN1)C (6-isopropyl-5-(8-methyl-[1,2,4]triazolo[1,5-a]pyridin-6-yl)-4H-pyrrolo[3,2-d]thiazol-2-carbonyl)piperazin-2-one